The molecule is a member of the class of quinolines that is 7-methoxyquinoline substituted at position 4 by a (6-phenyl[1,2,4]triazolo[4,3-b]pyridazin-3-yl)methoxy group. AMG exhibits antitumour activity, particularly in prostate cancer. It has a role as a c-Met tyrosine kinase inhibitor and an antineoplastic agent. It is a member of quinolines, an aromatic ether and a triazolopyridazine. COC1=CC2=NC=CC(=C2C=C1)OCC3=NN=C4N3N=C(C=C4)C5=CC=CC=C5